NC=1N=NC(=CC1N1C[C@H]2CC[C@@H](C1)N2C=2C=C(OC1CCN(CC1)C1CCC(CC1)C1=C3CCN(C3=CC=C1)[C@H]1C(NC(CC1)=O)=O)C=CC2)C2=C(C=CC=C2)O (R)-3-(4-((1R,4R)-4-(4-(3-((1R,5S)-3-(3-amino-6-(2-hydroxyphenyl)pyridazin-4-yl)-3,8-diazabicyclo[3.2.1]octan-8-yl)phenoxy)piperidin-1-yl)cyclohexyl)indolin-1-yl)piperidine-2,6-dione